2-(4,6-dimethylpyrazolo[1,5-a]pyrazin-2-yl)-9-methyl-7-[4-(methylamino)piperidin-1-yl]-4H-pyrido[1,2-a]pyrimidin-4-one CC=1C=2N(C=C(N1)C)N=C(C2)C=2N=C1N(C(C2)=O)C=C(C=C1C)N1CCC(CC1)NC